4-hydroxyphenethyl (3R,6S)-3-benzyl-8-((S)-1-(isopentylamino)-4-methyl-1-oxopentan-2-yl)-6-methyl-4,7-dioxohexahydropyrazino[2,1-c][1,2,4]oxadiazine-1(6H)-carboxylate C(C1=CC=CC=C1)[C@@H]1C(N2C(N(O1)C(=O)OCCC1=CC=C(C=C1)O)CN(C([C@@H]2C)=O)[C@H](C(=O)NCCC(C)C)CC(C)C)=O